(S)- and (R)-4-(2-((2-(3-methyl-6-(1-methyl-1H-pyrazol-4-yl)imidazo[1,5-a]pyridin-1-yl)-2-oxo-1-phenylethyl)amino)ethyl)benzamide CC1=NC(=C2N1C=C(C=C2)C=2C=NN(C2)C)C([C@H](C2=CC=CC=C2)NCCC2=CC=C(C(=O)N)C=C2)=O |r|